C1(CC2C(CC1)O2)[Si](OC)(OC)OC (3,4-Epoxycyclohexyl)trimethoxy-silan